7-(8-fluoro-2-((hexahydro-1H-pyrrolizin-7a-yl)methoxy)-7-(8-(hydroxymethyl)naphthalen-1-yl)pyrido[4,3-d]pyrimidin-4-yl)-1,3,7-triazaspiro[4.5]decan-2-one FC1=C(N=CC2=C1N=C(N=C2N2CC1(CNC(N1)=O)CCC2)OCC21CCCN1CCC2)C2=CC=CC1=CC=CC(=C21)CO